(S)-1-[2-(Benzo[d]isoxazol-3-yl)phenyl]-2-(5-fluoropyridin-2-yl)ethan-1-amine O1N=C(C2=C1C=CC=C2)C2=C(C=CC=C2)[C@H](CC2=NC=C(C=C2)F)N